(3R)-tert-Butyl 3-(3-methyl-1-((2-(trimethylsilyl)ethoxy)methyl)-3,4-dihydro-1,5,6,8-tetraaza-acenaphthylen-5(1H)-yl)piperidine-1-carboxylate CC1C2=CN(C=3N=CN=C(N(C1)[C@H]1CN(CCC1)C(=O)OC(C)(C)C)C32)COCC[Si](C)(C)C